C(C)OC1=C(OCCN[C@@H](CC=2C=CC(=C(C2)S(=O)(=O)N)OC)C)C=CC=C1 (R)-5-[2-[[2-(2-ethoxyphenoxy)ethyl]-amino]propyl]-2-methoxy-benzenesulfonamide